4,4'-methylenebis(N-isopropylaniline) C(C1=CC=C(NC(C)C)C=C1)C1=CC=C(NC(C)C)C=C1